[Fe].[Ni].[Cr].[Co] cobalt-chromium-nickel-iron